ClC1=C(C=CC=C1C1=NC(=C(C=C1)CN1CC(CC1)O)OC)C1=C2CCNC2=CC=C1 4-(2-chloro-3-(5-((3-hydroxypyrrolidin-1-yl)methyl)-6-methoxypyridin-2-yl)phenyl)indoline